3-(5,7-Difluoro-4-Oxo-1H-Quinolin-2-Yl)-4-Methylsulfanyl-Benzonitrile FC1=C2C(C=C(NC2=CC(=C1)F)C=1C=C(C#N)C=CC1SC)=O